3-methyloxetan-3-yl 1-[({1H,2H,3H-pyrrolo[3,4-c]pyridin-2-yl}carbonylamino)methyl]-6-azaspiro[2.5]octane-6-carboxylate C1N(CC=2C=NC=CC21)C(=O)NCC2CC21CCN(CC1)C(=O)OC1(COC1)C